2-hydroxy-5-(3-p-tolyl-propylamino)-benzoic acid OC1=C(C(=O)O)C=C(C=C1)NCCCC1=CC=C(C=C1)C